S(=O)(=O)(ON1[C@@H]2CC[C@H](N(C1=O)C2)C(NS(=O)(=O)C(C)N)=N)O (2S,5R)-2-(N-((1-aminoethyl) sulfonyl) carbamimidoyl)-7-oxo-1,6-diazabicyclo[3.2.1]octan-6-yl hydrogen sulfate